(R)-3-((5-Chloro-4-(1H-indol-3-yl)pyrimidin-2-yl)amino)pyrrolidin ClC=1C(=NC(=NC1)N[C@H]1CNCC1)C1=CNC2=CC=CC=C12